BrC1=CC=C2C(N(C(C2=C1)=O)C1=CC=C(C=C1)Cl)O 6-bromo-2-(4-chlorophenyl)-3-hydroxyisoindolin-1-one